COC[C@H]1OCCN(C1)C=1C=C2C(=CC=NC2=CC1)C(=O)OC(C)(C)C tert-Butyl (S)-6-(2-(methoxymethyl)morpholino)quinoline-4-carboxylate